[2,6-Difluoro-4-(2-methylindazol-4-yl)phenyl]methanol FC1=C(C(=CC(=C1)C=1C2=CN(N=C2C=CC1)C)F)CO